ClC1=CC=C(C=N1)NC1=NC=CC2=CC(=CC=C12)O[C@H](C)C=1C=NN(C1)C (R)-N-(6-chloropyridin-3-yl)-6-(1-(1-methyl-1H-pyrazol-4-yl)ethoxy)isoquinolin-1-amine